ClC1=C(C=CC(=C1)O)NC(=O)NC1=CC=C(C=C1)F 1-(2-chloro-4-hydroxyphenyl)-3-(4-fluorophenyl)urea